1-bromo-3-chloro-5-{[(1r,4r)-4-(trifluoromethyl)cyclohexyl]oxy}benzene BrC1=CC(=CC(=C1)OC1CCC(CC1)C(F)(F)F)Cl